ClC1=C(C=CC(=C1)Cl)S(=O)(=O)N1C[C@@H]([C@](C1)(CO)O)S(=O)(=O)C1=CC(=C(C#N)C=C1)F 4-(((3S,4S)-1-((2,4-dichlorophenyl)sulfonyl)-4-hydroxy-4-(hydroxymethyl)pyrrolidin-3-yl)sulfonyl)-2-fluorobenzonitrile